dispiro[cyclopenta[b]pyridine-7,1'-cyclohexane-4',2''-[1,3]dioxolane] O1C2(OCC1)CCC1(CC2)C=CC=2C1=NC=CC2